S1C(=CC=C1)C1=CC=C(N1)C=O 5-THIEN-2-YL-1H-PYRROLE-2-CARBALDEHYDE